(E)-N-[2-[(2R,4R)-4-[tert-butyl(dimethyl)silyl]oxy-2-phenylpyrrolidin-1-yl]-2-oxoethyl]-3-[4-(trifluoromethyl)phenyl]prop-2-enamide [Si](C)(C)(C(C)(C)C)O[C@@H]1C[C@@H](N(C1)C(CNC(\C=C\C1=CC=C(C=C1)C(F)(F)F)=O)=O)C1=CC=CC=C1